3-((1-((4-amino-2-methyl-6-oxo-1,6-dihydropyrimidin-5-yl)methyl)-6-oxo-4-(trifluoromethyl)-1,6-dihydropyrimidin-5-yl)oxy)-5-(difluoromethyl)-2-methylbenzonitrile NC=1N=C(NC(C1CN1C=NC(=C(C1=O)OC=1C(=C(C#N)C=C(C1)C(F)F)C)C(F)(F)F)=O)C